ClC1=C(C=2N(C(=C1)CCC1=CC=CC=C1)N=CN2)C(=O)O 7-chloro-5-phenethyl-[1,2,4]triazolo[1,5-a]pyridine-8-carboxylic acid